[6,7-bis(methyloxy) quinolin-4-yl]L-malate COC=1C=C2C(=CC=NC2=CC1OC)OC([C@@H](O)CC(=O)[O-])=O